p-menthane-carboxamide C1(CC(C(CC1)C(C)C)C(=O)N)C